O(CC1(OC(OC1)OC)CC)CC1(OC(OC1)OC)CC 4,4'-(oxybis(methylene))bis(4-ethyl-2-methoxy-1,3-dioxolane)